IC1=C(C=CC=C1)OCCOC 1-iodo-2-(2-methoxyethoxy)benzene